1-(2-(3,5-difluoro-4-(trifluoromethyl)benzyl)pyridin-4-yl)-1,5,6,7-tetrahydro-4H-pyrazolo[4,3-c]pyridin-4-one FC=1C=C(CC2=NC=CC(=C2)N2N=CC=3C(NCCC32)=O)C=C(C1C(F)(F)F)F